O=C1C=C(NC2=CC=C(C=C12)C(=O)O)C1=CC=CC=C1 4-oxo-2-phenyl-1,4-dihydroquinoline-6-carboxylic acid